C[PH2+]C 1,1-dimethylphosphanium